(1R,5S,6r)-6-(6-(tert-butyl)pyridin-2-yl)-3-azabicyclo[3.1.0]hexane C(C)(C)(C)C1=CC=CC(=N1)C1[C@H]2CNC[C@@H]12